(2R,3S,4S,5R)-3-(3,4-difluoro-2-(2-hydroxyethoxy)phenyl)-N-(1-(difluoromethyl)-3-methyl-1H-pyrazol-4-yl)-4,5-dimethyl-5-(trifluoromethyl)tetrahydrofuran-2-carboxamide FC=1C(=C(C=CC1F)[C@H]1[C@@H](O[C@]([C@H]1C)(C(F)(F)F)C)C(=O)NC=1C(=NN(C1)C(F)F)C)OCCO